BrC1=CC=C(C2=C1SC=C2C(=O)OC)C methyl 7-bromo-4-methylbenzo[b]thiophene-3-carboxylate